BrC=1C=C(C(=C(C(=O)OC)C1)C)NC1CC(OCC1)(C)C methyl 5-bromo-3-((2,2-dimethyltetrahydro-2H-pyran-4-yl) amino)-2-methylbenzoate